CN1C=CC=2C1=NC=CC2B2OC(C(O2)(C)C)(C)C 1-methyl-4-(tetramethyl-1,3,2-dioxaborolan-2-yl)-1H-pyrrolo[2,3-b]pyridine